BrC=1C=C(C(=NC1)N)O[C@H](C)C1=C(C=CC(=C1)F)C1=NN(N=C1CC1=CC(=NN1C)CC)C (R)-5-bromo-3-(1-(2-(5-((3-ethyl-1-methyl-1H-pyrazol-5-yl)methyl)-2-methyl-2H-1,2,3-triazol-4-yl)-5-fluorophenyl)ethoxy)pyridin-2-amine